1-(1-phenyl-1H-pyrrol-2-yl)-1H-1,2,4-triazole C1(=CC=CC=C1)N1C(=CC=C1)N1N=CN=C1